6-methoxy-2-naphthaleneethanone trans-benzyl-4-(((1r,4r)-4-(((tert-butoxycarbonyl)amino)methyl)cyclohexyl)methyl)piperazine-1-carboxylate C(C1=CC=CC=C1)OC(=O)N1CCN(CC1)C[C@@H]1CC[C@H](CC1)CNC(=O)OC(C)(C)C.COC=1C=C2C=CC(=CC2=CC1)CC=O